1-(2-(2-Aminopyridin-3-yl)-3-(4-(chloromethyl)phenyl)-3H-imidazo[4,5-b]pyridin-5-yl)-4-methyl-1,4-diazepan-5-one NC1=NC=CC=C1C1=NC=2C(=NC(=CC2)N2CCN(C(CC2)=O)C)N1C1=CC=C(C=C1)CCl